4-(pyridin-4-yl)-2,3-dihydro-1H-pyrrolo[3,4-c]pyridin-1-one N1=CC=C(C=C1)C1=NC=CC2=C1CNC2=O